(z)-octadeca-9-enamine C(CCCCCCC\C=C/CCCCCCCC)N